water, ethylenediaminetetraacetic acid salt C(CN(CC(=O)O)CC(=O)O)N(CC(=O)O)CC(=O)O.O